C(C(=C)C)(=O)OCCCN(C)C N,N-dimethylaminopropyl methacrylate